NC1(CN(C1)C(=O)OC(C)(C)C)C(=O)OC 1-(Tert-butyl) 3-methyl 3-aminoazetidine-1,3-dicarboxylate